OC1=C(C(=CC(=C1C(=O)NC)CCCCC)O)C1C(CCC(=C1)C)C(=C)C 2,6-dihydroxy-N,5'-dimethyl-4-pentyl-2'-(prop-1-en-2-yl)-1',2',3',4'-tetrahydro-[1,1'-biphenyl]-3-carboxamide